FC1=C(C=C2CCC(N(C2=C1)C)=O)B1OC(C(O1)(C)C)(C)C 7-fluoro-1-methyl-6-(4,4,5,5-tetramethyl-[1,3,2]dioxaborolan-2-yl)-3,4-dihydro-1H-quinolin-2-one